1-[(5,5-Dimethyl-1,3-dioxan-2-yl)methyl]cyclopent-3-ene-1-carbonitrile CC1(COC(OC1)CC1(CC=CC1)C#N)C